(6R,8aS)-6-(8-Amino-1-{4-[(1R)-1-hydroxy-1-(3-methylphenyl)ethyl]phenyl}imidazo[1,5-a]-pyrazin-3-yl)hexahydroindolizin-3(2H)-on NC=1C=2N(C=CN1)C(=NC2C2=CC=C(C=C2)[C@](C)(C2=CC(=CC=C2)C)O)[C@H]2CN1C(CC[C@@H]1CC2)=O